tert-butyl 6-morpholino-1-oxo-1,3-dihydrospiro[indene-2,4'-piperidine]-1'-carboxylate O1CCN(CC1)C1=CC=C2CC3(CCN(CC3)C(=O)OC(C)(C)C)C(C2=C1)=O